ClC1=C(C=CC=C1)N1N=CC=C1C1=CC=CC=C1 1-(2-Chlorophenyl)-5-phenylpyrazol